5-(1-pentylterazol-5-yl)-benzene-1,3-diamine C(CCCC)N1C(=CC=C1C=1C=C(C=C(C1)N)N)C1=NC=CC1=C1N=CC=C1